pyridin-1-ium hydrochloride Cl.[NH+]1=CC=CC=C1